FC(CN1C(C2=CC=CC=C2C1=O)=O)(C)F 2-(2,2-difluoropropyl)isoindoline-1,3-dione